Cl.N1C=CC=C1O Pyrrole-5-ol hydrochloride